FC(C1=CC=C(C=C1)N1C[C@H]2N(C3=C1C=CC=N3)CCN(C2)C(C=C)=O)(F)F |o1:10| (R)- or (S)-1-(5-(4-(trifluoromethyl)phenyl)-5,6,6a,7,9,10-hexahydro-8H-pyrazino[1,2-a]pyrido[3,2-e]pyrazin-8-yl)prop-2-en-1-one